(R)-phenyl (3,3-difluorocyclopentyl)carbamate FC1(C[C@@H](CC1)NC(OC1=CC=CC=C1)=O)F